BrC=1C=C2C3CN(CC(C2=CC1)C3)C(C(F)(F)F)=O 1-{4-bromo-10-azatricyclo[6.3.1.02,7]dodeca-2(3),4,6-trien-10-yl}-2,2,2-trifluoroethan-1-one